CNCC12CN(CC(CC1)N2C(=O)OC(C)(C)C)C(C2=CC=CC=C2)(C2=CC=CC=C2)C2=CC=CC=C2 tert-butyl 1-(methylaminomethyl)-3-trityl-3,8-diazabicyclo[3.2.1]octane-8-carboxylate